N-((1R,3R,5S)-adamantan-1-yl)-4-(((Z)-4-amino-2-fluorobut-2-en-1-yl)sulfonyl)benzamide C12(CC3CC(CC(C1)C3)C2)NC(C2=CC=C(C=C2)S(=O)(=O)C/C(=C/CN)/F)=O